NC1=NC(=C(C=2C1=NN(N2)CC2=NC=CC=C2F)C2=C(N=CO2)C)C=2C=C(C#N)C=CC2 3-(4-amino-2-((3-fluoropyridin-2-yl)methyl)-7-(4-methyl-oxazol-5-yl)-2H-[1,2,3]triazolo[4,5-c]pyridin-6-yl)benzonitrile